FC(C1=CN=CS1)(F)F 5-(trifluoromethyl)thiazol